[Cl-].C(=CC)N1CC=CC=C1 N-propenyl-pyridine chloride